C1([C@H](O)[C@H](O)[C@H](O1)CO)C1=C(N=C(N1)C(=O)N)N ribosyl-aminoimidazole-carboxamide